3-(4-(2-(2-(2,6-dioxopiperidin-3-yl)-1,3-dioxoisoindol-4-yl)piperazin-1-yl)azetidin-1-yl)3-oxopropanamide O=C1NC(CCC1N1C(C2=CC=CC(=C2C1=O)C1N(CCNC1)C1CCN1C(CC(=O)N)=O)=O)=O